N-methyl-3-pyrrolidinol hydrochloride Cl.CN1CC(CC1)O